C1(=CC=CC=C1)C=1C=C(C=C(C1)C1=CC=CC=C1)C(=O)N1CCN(CC1)C1=CC=C(C=C1)O (3,5-Diphenylphenyl)-[4-(4-hydroxyphenyl)piperazin-1-yl]methanone